1-methyldimethoxysilylethyldimethylsilyl-1-methyldimethoxysilylethyldimethylsilyl-4-bis(methyldimethoxysilylpropylamino)methylsilylethyldimethylsilylbenzene C[Si](C(C)C1=C(C(=C(C(=C1[SiH](C)C)[SiH](C)C)C(C)[Si](OC)(OC)C)CC[SiH2]C(NCCC[Si](C)(OC)OC)NCCC[Si](OC)(OC)C)[SiH](C)C)(OC)OC